CN1CCN(CC1)C1=NC=NC2=CC=C(C=C12)C1=CNC2=NC=C(C=C21)C(=O)NC=2C=NN(C2)C2CCN(CC2)C 3-(4-(4-methylpiperazin-1-yl)quinazolin-6-yl)-N-(1-(1-methylpiperidin-4-yl)-1H-pyrazol-4-yl)-1H-pyrrolo[2,3-b]pyridine-5-carboxamide